C(#N)CNC(C1=CC=C(C=C1)C1=NC(=NC=C1C(F)(F)F)NC=1C=NN(C1)C1CCOCC1)=O N-(cyanomethyl)-4-(2-((1-(tetrahydro-2H-pyran-4-yl)-1H-pyrazol-4-yl)amino)-5-(trifluoromethyl)pyrimidin-4-yl)benzamide